OC1C2CCN([C@H](C2CCC1)C)C(=O)OC(C)(C)C tert-butyl (1S)-5-hydroxy-1-methyl-3,4,4a,5,6,7,8,8a-octahydro-1H-isoquinoline-2-carboxylate